CCCCCCCCC Normal-nonane